(R)-1-(3-((3-(cyclopent-1-en-1-yl)-1H-pyrrolo[2,3-b]pyridin-4-yl)amino)piperidin-1-yl)prop-2-en-1-one C1(=CCCC1)C1=CNC2=NC=CC(=C21)N[C@H]2CN(CCC2)C(C=C)=O